(R)-3-(3-chloro-4-fluorophenyl)-1-isobutyl-1-(2-oxo-4-(trifluoromethyl)-2,5,6,7-tetrahydro-1H-cyclopenta[b]pyridin-5-yl)urea ClC=1C=C(C=CC1F)NC(N([C@@H]1CCC=2NC(C=C(C21)C(F)(F)F)=O)CC(C)C)=O